(1R,2S,5S)-N-[cyano(1,6-naphthyridin-8-yl)methyl]-3-[2-(ethylsulfonylamino)-3,3-dimethyl-butanoyl]-6,6-dimethyl-3-azabicyclo[3.1.0]hexane-2-carboxamide C(#N)C(NC(=O)[C@@H]1[C@H]2C([C@H]2CN1C(C(C(C)(C)C)NS(=O)(=O)CC)=O)(C)C)C=1C=NC=C2C=CC=NC12